CC1=CC=C(C=C1)S(=O)(=O)OCCOCCOCCOCCOCC#C [2-[2-(2-prop-2-ynoxyethoxy)ethoxy]ethoxy]ethyl 4-methylbenzenesulfonate